FC(C=1C=C(C=C(C1)C(F)(F)F)C=1C(=NN(C1C(=O)N(C=1SC(=NN1)C(F)(F)F)C)C=1SC(=C(N1)C1=CC(=C(C=C1)Cl)Cl)SC(C)C)C)(F)F 4-(3,5-bis(trifluoromethyl)phenyl)-1-(4-(3,4-dichlorophenyl)-5-(isopropylthio)thiazol-2-yl)-N,3-dimethyl-N-(5-(trifluoromethyl)-1,3,4-thiadiazol-2-yl)-1H-pyrazole-5-carboxamide